Alpha-naphthoate C1(=CC=CC2=CC=CC=C12)C(=O)[O-]